C(#N)CC(C1CCCC1)N([C@H](CC1=CC=CC=C1)C(=O)O)C(C)=O (R)-2-cyano-1-cyclopentylethylacetyl-L-phenylalanine